C([O-])([O-])=O.[Ca+2].[Mg+2].C([O-])([O-])=O magnesium-calcium carbonate